N-(3-chloro-2-methylphenyl)-2-(dimethylamino)-6-({[2-(trifluoromethyl)phenyl]carbonyl}amino)-1H-benzimidazole-4-carboxamide ClC=1C(=C(C=CC1)NC(=O)C1=CC(=CC=2NC(=NC21)N(C)C)NC(=O)C2=C(C=CC=C2)C(F)(F)F)C